tris(ethoxy)bisphenol A diacrylate C(C=C)(=O)O.C(C=C)(=O)O.C(C)OC=1C(=C(C(=C(O)C1)OCC)OCC)C(C)(C)C1=CC=C(C=C1)O